N-butyl-(2-hydroxyethyl)amine C(CCC)NCCO